C(CCCCCCCCCC=CCCCCCCCC)(=O)OCCCCCCCCCCCCCCCCCCCCCCCCC(C)C 25-methylhexacosyl eicos-11-enoate